COC1=CC=C(C=C1)C1=NN2C(=NC=3C=CC=CC3C2=N1)NC1C(NCC1)=O 3-{[2-(4-Methoxyphenyl)[1,2,4]triazolo[1,5-c]quinazolin-5-yl]amino}pyrrolidin-2-one